4-cyano-4-(((decylthio)thiocarbonyl)thio)pentanoic acid C(#N)C(CCC(=O)O)(C)SC(=S)SCCCCCCCCCC